rac-(1r,2r,3s,4r,5s)-N-(3-chloro-5-(trifluoromethyl)phenyl)-5-hydroxy-3-(1-methyl-3-(trifluoromethyl)-1H-pyrazol-4-yl)-7-oxabicyclo[2.2.1]heptane-2-carboxamide ClC=1C=C(C=C(C1)C(F)(F)F)NC(=O)[C@H]1[C@H]2C[C@@H]([C@@H]([C@@H]1C=1C(=NN(C1)C)C(F)(F)F)O2)O |r|